BrC1=CC=C(C=C1)[C@@H]1[C@@H]2CN(C[C@H]([C@H](CN2C1)O)O)C(=O)NC1=CC=C(C=C1)OC (3s,4r,8r,9s)-9-(4-bromophenyl)-3,4-dihydroxy-N-(4-methoxyphenyl)-1,6-diazabicyclo[6.2.0]decane-6-carboxamide